5,6-dihydro-1,2,4-oxadiazine-4-carbaldehyde O1N=CN(CC1)C=O